1-(4-morpholinopiperidin-1-yl)prop-2-en-1-one O1CCN(CC1)C1CCN(CC1)C(C=C)=O